NC1=C(C=2C(=NC=C(C2S1)F)C=1C2=C(C=3C=NC(=NC3C1F)N1[C@H]([C@H](CC1)NC1COCC1)C)COC2)C#N 2-Amino-7-fluoro-4-(5-fluoro-3-((2S,3S)-2-methyl-3-((tetrahydro-furan-3-yl)amino)pyrrolidin-1-yl)-7,9-dihydrofuro[3,4-f]-quinazolin-6-yl)thieno-[3,2-c]pyridine-3-carbonitrile